(1R)-1-(2-{5-[(1-ethyl-1H-pyrazol-4-yl)methyl]-3-methoxy-1H-pyrazol-1-yl}-5-fluorophenyl)ethan-1-ol C(C)N1N=CC(=C1)CC1=CC(=NN1C1=C(C=C(C=C1)F)[C@@H](C)O)OC